C1CCC2=C(C=3CCCC3C=C12)NC(=O)N=[S@@](=O)(N)C=1SC(=CN1)C(C)(C)O (S)-N'-((1,2,3,5,6,7-hexahydro-s-indacen-4-yl)carbamoyl)-5-(2-hydroxypropan-2-yl)thiazole-2-sulfonimidamide